BrC=1C=C2C(=CN(C2=CC1)CC(=O)NNC(NCCCC)=S)C1=N[C@H]([C@@H](NC1=O)C1=CC=CC=C1)C1=CC=CC=C1 2-(2-(5-bromo-3-((5S,6S)-3-oxo-5,6-diphenyl-3,4,5,6-tetrahydropyrazin-2-yl)-1H-indol-1-yl)acetyl)-N-butylhydrazine-1-thiocarboxamide